NC=1C=C(OC2=CC(=NC=C2C2=CC=C(C=C2)C(F)(F)F)NC=2C=NN(C2)C)C=CC1 4-(3-aminophenoxy)-N-(1-methyl-1H-pyrazol-4-yl)-5-[4-(trifluoromethyl)phenyl]pyridin-2-amine